FC1(CN(CC(C1NC(=O)C1=CC(=CC=2N(C=NC21)CC(F)(F)F)C#CCNC=2C(OC)=CC(=C(C2)C(NC)=O)F)C)C2COCC2)F N-[3,3-difluoro-5-methyl-1-(tetrahydro-3-furyl)-4-piperidyl]-6-{3-[4-(N-methylcarbamoyl)-5-fluoro-2-anisidino]-1-propynyl}-1-(2,2,2-trifluoroethyl)-1H-1,3-benzimidazole-4-carboxamide